FC1=C(C=CC=C1)C1=NC(=NC=2[C@]3([C@H](CCC12)[C@H](C([C@@]1([C@H]3O1)C#N)=O)C)C)C1=CC=NC3=CC=CC=C13 (6aR,7R,8aS,9aS,9bR)-4-(2-fluorophenyl)-7,9b-dimethyl-8-oxo-2-(quinolin-4-yl)-6,6a,7,8,9a,9b-hexahydrooxireno[2',3':3,4]benzo[1,2-h]quinazoline-8a(5H)-carbonitrile